OC1=CC=C(C=2OC3=C(C(=C(C(=C3C(C2)=O)OC)OC)OC)OC)C=C1 4'-hydroxy-5,6,7,8-tetramethoxyflavone